2-chloro-4-methoxymethyl-3,5,6-trifluorobenzyl (1RS)-cis-3-[(Z)-2-chloro-3,3,3-trifluoro-1-propenyl]-2,2-dimethylcyclopropanecarboxylate Cl\C(=C/[C@@H]1C([C@@H]1C(=O)OCC1=C(C(=C(C(=C1F)F)COC)F)Cl)(C)C)\C(F)(F)F